N[C@H](C(=O)O)CC1=CC2=C(B(OC2)O)C=C1 (S)-2-amino-3-(1-hydroxy-1,3-dihydrobenzo[c][1,2]oxaborol-5-yl)propanoic acid